FC=1C=CC=[N+](C1)[O-] 5-fluoro-1-oxido-pyridin